1-(4-(diethyloxymethyl)phenyl)-N-methylmethanamine C(C)OC(C1=CC=C(C=C1)CNC)OCC